N,N'-bis-benzhydryl-hydrazine C(C1=CC=CC=C1)(C1=CC=CC=C1)NNC(C1=CC=CC=C1)C1=CC=CC=C1